ClC1=C(C=NN1C1CCS(CC1)(=NCC)=O)NC1=NC=C(C(=N1)NC1CCC(CC1)(C)O)C(F)(F)F (1s,4s)-4-(5-chloro-4-((4-((4-hydroxy-4-methylcyclohexyl)amino)-5-(trifluoromethyl)pyrimidin-2-yl)amino)-1H-pyrazol-1-yl)-1-(ethylimino)hexahydro-1λ6-thiopyran 1-oxide